OC[C@H](C1=CC=CC=C1)NC(OC(C)(C)C)=O (S)-tert-butyl (2-hydroxy-1-phenylethyl)carbamate